1-(4-chloro-6-methoxypyrimidin-5-yl)cyclopropane-1-carboxylic acid ClC1=NC=NC(=C1C1(CC1)C(=O)O)OC